1-[[[4-(4-fluorophenyl)-7-hydroxy-3-tetrahydropyran-4-yl-isoquinoline-1-carbonyl]amino]methyl]cyclopropanecarboxylic acid FC1=CC=C(C=C1)C1=C(N=C(C2=CC(=CC=C12)O)C(=O)NCC1(CC1)C(=O)O)C1CCOCC1